C(C)(C)(C)C=1C=C(N(N1)C1=CC=C(C=C1)C)NC(=O)NC1=CC=C(C2=CC=CC=C12)NC(=O)C=1C=NC=CC1 1-[5-tert-butyl-2-p-tolyl-2H-pyrazol-3-yl]-3-[4-(pyridin-3-yl-carbonylamino)naphthalen-1-yl]-urea